ClC=1C=CC(=C(C1)C=1N=CN(C(C1)=O)[C@H]1CCC[C@H](C(NC=2C=NN(C2C=2C=CN=C1C2)C)=O)C)C2=C1C=CN=CC1=CC=C2 (9R,13S)-13-{4-[5-chloro-2-(isoquinolin-5-yl)phenyl]-6-oxo-1,6-dihydropyrimidin-1-yl}-3,9-dimethyl-3,4,7,15-tetraazatricyclo[12.3.1.02,6]octadeca-1(18),2(6),4,14,16-pentaen-8-one